2,6-dichloropyridine chloride [Cl-].ClC1=NC(=CC=C1)Cl